Di-tert-butyl (S)-5-(2-(4-(5-chloro-2-(1H-tetrazol-1-yl) phenyl)-2,3-dioxopiperazin-1-yl)-3-(4-nitrophenyl) propionylamino)-1H-indole-1,2-dicarboxylate ClC=1C=CC(=C(C1)N1C(C(N(CC1)[C@H](C(=O)NC=1C=C2C=C(N(C2=CC1)C(=O)OC(C)(C)C)C(=O)OC(C)(C)C)CC1=CC=C(C=C1)[N+](=O)[O-])=O)=O)N1N=NN=C1